[Br-].C(C=C)(=O)OCCO hydroxyethyl acrylate bromide